C1(=CC=CC=C1)C1=NN2C(N=CC(=C2C(=O)OCC)C2=CC=CC=C2)=C1 Ethyl 2,6-Diphenylpyrazolo[1,5-a]pyrimidine-7-carboxylate